OC[C@]1([C@@H](COC1)NC=1C=C(C(=O)OC)C=CC1[N+](=O)[O-])C Methyl 3-(((3S,4R)-4-(hydroxymethyl)-4-methyltetrahydrofuran-3-yl)amino)-4-nitrobenzoate